C(#N)C1(CC12CC2)C=2C=C1C=C(N=CC1=CC2)NC(=O)C2CC(OC(C2)(C)C)(C)C N-(6-(1-cyanospiro[2.2]pentan-1-yl)isoquinolin-3-yl)-2,2,6,6-tetramethyltetrahydro-2H-pyran-4-carboxamide